tert-butyl (trans-4-(3-(2-hydroxy-2-methylpropyl)-1-(5-(2-methoxypyrimidin-5-yl)pyrazin-2-yl)ureido)cyclohexyl)carbamate OC(CNC(N(C1=NC=C(N=C1)C=1C=NC(=NC1)OC)[C@@H]1CC[C@H](CC1)NC(OC(C)(C)C)=O)=O)(C)C